Cl.FC([C@H](C)N)(F)F (S)-1,1,1-trifluoropropan-2-amine hydrochloride salt